BrC1=CC(=C(C=C1Br)OCCOCCOCCOC)OCC 4,5-Dibromo-2-ethoxy-1-(1,4,7,10-tetraoxaundecyl)benzene